NC1=C2N=CN(C2=NC(=N1)F)[C@H]1C[C@@H]([C@@](O1)(C#C)COP(=O)(O[C@H](C(=O)OCCCCCCCCC)C)N[C@@H](CC1=CC=CC=C1)C(=O)OCCCCCCCCC)O Nonyl ((((2R,3S,5R)-5-(6-amino-2-fluoro-9H-purin-9-yl)-2-ethynyl-3-hydroxy-tetrahydrofuran-2-yl)meth-oxy)(((S)-1-(nonyloxy)-1-oxopropan-2-yl)oxy)phosphoryl)-L-phenylalaninate